(1S,2S)-2-([2,2'-bipyridin]-5-yloxy)-N,N-dimethylcyclohexan-1-amine N1=C(C=CC(=C1)O[C@@H]1[C@H](CCCC1)N(C)C)C1=NC=CC=C1